BrC(C(=O)C1=CC=CC=C1)(F)F 2-bromo-2,2-difluoroacetophenone